ClCC1=C(C(=NC=C1CCl)C)O 4,5-bis(chloromethyl)-2-methylpyridin-3-ol